N-((1R,2S)-2-(3,4-difluorophenyl)cyclopropyl)-2-(4-methoxyphenyl)-6-methylthieno[2,3-d]pyrimidin-4-amine FC=1C=C(C=CC1F)[C@H]1[C@@H](C1)NC=1C2=C(N=C(N1)C1=CC=C(C=C1)OC)SC(=C2)C